ethyl 7-methyl-5-methylsulfonyl-4-oxo-1-[4-(trifluoromethoxy)phenyl]cinnoline-3-carboxylate CC1=CC(=C2C(C(=NN(C2=C1)C1=CC=C(C=C1)OC(F)(F)F)C(=O)OCC)=O)S(=O)(=O)C